(S)-4-fluorophenylglycine FC1=CC=C([C@H](N)C(=O)O)C=C1